FC1(CCC(CC1)NC1=NC(=CC(=C1)OCC=1N=NN(C1)C)N1N=C(C=C1C)C)F N-(4,4-difluorocyclohexyl)-6-(3,5-dimethyl-1H-pyrazol-1-yl)-4-((1-methyl-1H-1,2,3-triazol-4-yl)methoxy)pyridin-2-amine